ClC1(CC1)S(=O)C1=CC=CC=C1 ((1-chlorocyclopropyl)sulfinyl)benzene